C(CCCCCCCCCCCCCCCCC)(=O)O.N1CCOCC1 Morpholine Stearate